C(C)(=O)N1CCC(=CC1)B(O)O (1-acetyl-1,2,3,6-tetrahydropyridin-4-yl)boronic acid